COC1=C(C=C(C=C1)C1(CC1)C#N)[N+](=O)[O-] 1-(4-Methoxy-3-nitrophenyl)cyclopropane-1-carbonitrile